FC=1C=CC(=C(C=O)C1)OCC1=CC=C(C=C1)C(F)(F)F 5-fluoro-2-((4-(trifluoromethyl)benzyl)oxy)benzaldehyde